ClC(C=1C=C(N(N1)C=1N(N=CC1)C)CC(=O)OCC)(F)F ethyl 2-[5-[chloro(difluoro)methyl]-2-(2-methylpyrazol-3-yl)pyrazol-3-yl]acetate